1-(2-aminoethyl)-N-(5-{[(5-tert-butyl-1,3-oxazol-2-yl)methyl]sulfanyl}-1,3-thiazol-2-yl)piperidine-4-carboxamide dihydrochloride Cl.Cl.NCCN1CCC(CC1)C(=O)NC=1SC(=CN1)SCC=1OC(=CN1)C(C)(C)C